C12(CC3CC(CC(C1)C3)C2)N2OC(=NC2C2=CC=C(C=C2)OC)N N-(adamantan-1-yl)-3-(4-methoxyphenyl)-5-amino-1,2,4-oxadiazole